FC1C(C1)N1C(C(=CC=C1)NC(=O)C=1C(=NC=2N(C1)C=C(N2)[C@]21CO[C@](CC2)(C1)C)OC(C)C)=O (rac)-Cis-N-(1-(2-fluorocyclopropyl)-2-oxo-1,2-dihydropyridin-3-yl)-7-isopropoxy-2-(1-methyl-2-oxabicyclo[2.2.1]heptan-4-yl)imidazo[1,2-a]pyrimidine-6-carboxamide